azolopyrimidinyl-pyrazole tert-butyl-(tert-butoxycarbonyl)(7-(2,4-difluoro-3-((3-fluoro-4-(4-fluorophenyl)-4-hydroxypentyl)oxy)phenyl)-[1,2,4]triazolo[1,5-a]pyridin-2-yl)carbamate C(C)(C)(C)C1=CC(=CC=2N1N=C(N2)N(C(O)=O)C(=O)OC(C)(C)C)C2=C(C(=C(C=C2)F)OCCC(C(C)(O)C2=CC=C(C=C2)F)F)F.N2C(=NC=C1C2=CC=N1)C1=NNC=C1